N-formylpropylenimine CC=C=NC=O